5-fluoro-N4,6-dimethyl-N2-[7-(3-pyrrolidin-1-ylpropoxy)-2,3-dihydrobenzofuran-5-yl]pyrimidine-2,4-diamine FC=1C(=NC(=NC1C)NC=1C=C(C2=C(CCO2)C1)OCCCN1CCCC1)NC